(2S,3R)-2-(N-((2'-(1H-tetrazol-5-yl)-[1,1'-biphenyl]-4-yl)methyl)pentanamido)-4-azido-3-methylbutanoic acid N1N=NN=C1C1=C(C=CC=C1)C1=CC=C(C=C1)CN(C(CCCC)=O)[C@H](C(=O)O)[C@@H](CN=[N+]=[N-])C